(R)-4-(1-((4-methyl-7-(piperazin-1-yl)pyrido[3,4-d]pyridazin-1-yl)amino)ethyl)-2,3-dihydrobenzo[b]thiophene 1,1-dioxide CC=1N=NC(=C2C1C=NC(=C2)N2CCNCC2)N[C@H](C)C2=CC=CC=1S(CCC12)(=O)=O